6-(3-hydroxybenzylamino)-9-β-D-glucopyranosylpurine OC=1C=C(CNC2=C3N=CN(C3=NC=N2)[C@H]2[C@H](O)[C@@H](O)[C@H](O)[C@H](O2)CO)C=CC1